N-((1S,4r)-4-(5-(3,5-dimethylisoxazol-4-yl)-2-((S)-6-oxopiperidin-2-yl)-1H-benzo[d]imidazol-1-yl)cyclohexyl)acrylamide CC1=NOC(=C1C1=CC2=C(N(C(=N2)[C@H]2NC(CCC2)=O)C2CCC(CC2)NC(C=C)=O)C=C1)C